O=C1N(C2=C(OC1)C=CC(=C2)C(COC2=C(C=CC=C2)CCC)=O)CC(=O)Cl 2-(3-oxo-6-(2-(2-propylphenoxy)acetyl)-2,3-dihydro-4H-benzo[b][1,4]oxazin-4-yl)acetyl chloride